OB1OC2=C([C@H]3[C@@H]1C3)C=CC(=C2C(=O)O)OC2CN(C2)C([C@H](N)CO)=O (1aS,7bR)-2-hydroxy-5-[(1-D-serylazetidin-3-yl)oxy]-1,1a,2,7b-tetrahydrocyclopropa[c][1,2]benzoxaborinine-4-carboxylic acid